N,N-bis{4-(naphthalen-1-yl)phenyl}-N-(6-phenyl-1,1':3',1''-terphenyl-4-yl)amine C1(=CC=CC2=CC=CC=C12)C1=CC=C(C=C1)N(C1=CC=C(C(=C1)C1=CC=CC=C1)C1=CC(=CC=C1)C1=CC=CC=C1)C1=CC=C(C=C1)C1=CC=CC2=CC=CC=C12